ClC=1C=C2C(=CN=NC2=CC1C1=C(C=CC=C1)C(F)(F)F)N1CCN(CC1)C(C=C)=O 1-(4-(6-chloro-7-(2-(trifluoromethyl)phenyl)cinnolin-4-yl)piperazin-1-yl)prop-2-en-1-one